COC1=C(N)C=CC(=C1)C1=NC=NN1C 2-methoxy-4-(1-methyl-1H-1,2,4-triazol-5-yl)aniline